N=1ON=C2C1C=CC=C2S(=O)(=O)N2N=C(N=C2N)NC2=CC=C(C=C2)Cl 1-(2,1,3-benzoxadiazol-4-ylsulfonyl)-N3-(4-chlorophenyl)-1,2,4-triazole-3,5-diamine